CN1CCN(CC1)CC1=CC=C(OC2CNCC2)C=C1 3-(4-((4-methylpiperazin-1-yl)methyl)phenoxy)pyrrolidin